4-PYRAZIN-2-YLMETHYL-MORPHOLINE N1=C(C=NC=C1)CN1CCOCC1